7-(trimethylsilyl)bicyclo[4.2.0]octane-2,5-diol C[Si](C1C2C(CCC(C2C1)O)O)(C)C